3-(6-(5-((2,4-difluorophenyl)sulfonamido)-6-methoxypyridin-3-yl)quinazolin-4-yl)pyrrolidine FC1=C(C=CC(=C1)F)S(=O)(=O)NC=1C=C(C=NC1OC)C=1C=C2C(=NC=NC2=CC1)C1CNCC1